(3S,4R)-3-fluoro-1-(4-((8-((2R,3R)-3-fluoro-2-methylazetidin-1-yl)-5-((S)-1-hydroxypropan-2-yl)-2,7-naphthyridin-3-yl)amino)pyrimidin-2-yl)-3-methylpiperidin-4-ol F[C@]1(CN(CC[C@H]1O)C1=NC=CC(=N1)NC=1N=CC2=C(N=CC(=C2C1)[C@@H](CO)C)N1[C@@H]([C@@H](C1)F)C)C